COCCOCCOCCOCCOC1=CC=C(CCNC2=NC=3N(C(=N2)N)N=C(N3)C=3OC=CC3)C=C1 N5-(4-(2,5,8,11-Tetraoxatridecan-13-yloxy)phenethyl)-2-(furan-2-yl)-[1,2,4]triazolo[1,5-a][1,3,5]triazine-5,7-diamine